C1=NC=CC2=C1C=CC1=C(N2CC2=CC=C(C(=O)OC)C=C2)C=CC=C1 methyl 4-((5H-benzo[b]pyrido[3,4-f]azepin-5-yl)methyl)benzoate